CC(C)([Si](OCCOCCOCCOCCOCCC(=O)O)(C1=CC=CC=C1)C1=CC=CC=C1)C 2,2-Dimethyl-3,3-diphenyl-4,7,10,13,16-pentaoxa-3-silanonadecan-19-oic acid